2-phenylbenzo[d]imidazo[2,1-b]thiazole C1(=CC=CC=C1)C=1N=C2SC3=C(N2C1)C=CC=C3